N-[(1S,3R,4R)-rel-7-[3-(4-cyano-3-fluoro-phenyl)-4-[6-fluoro-1-(2-hydroxy-2-methyl-propyl)indol-5-yl]benzoyl]-7-azabicyclo[2.2.1]heptan-3-yl]-2,4-dinitrobenzenesulfonamide C(#N)C1=C(C=C(C=C1)C=1C=C(C(=O)N2[C@@H]3C[C@H]([C@H]2CC3)NS(=O)(=O)C3=C(C=C(C=C3)[N+](=O)[O-])[N+](=O)[O-])C=CC1C=1C=C3C=CN(C3=CC1F)CC(C)(C)O)F |o1:14,16,17|